(3aS,7aS)-benzyl hexahydro-1H-pyrrolo[2,3-c]pyridine-6(2H)-carboxylate N1CC[C@@H]2[C@H]1CN(CC2)C(=O)OCC2=CC=CC=C2